Ethyl 2-(2'-ethyl-7'-oxo-5'H-spiro[cyclopropane-1,4'-thieno[2,3-c]pyridin]-6'(7'H)-yl)acetate C(C)C1=CC2=C(C(N(CC23CC3)CC(=O)OCC)=O)S1